[Si](C1=CC=CC=C1)(C1=CC=CC=C1)(C(C)(C)C)OCC1CC(N(CC1)C(=O)OC(C)(C)C)(C)C tert-butyl 4-(((tert-butyldiphenylsilyl) oxy) methyl)-2,2-dimethylpiperidine-1-carboxylate